FC=1C(=NC(=NC1)N[C@H]1[C@@H](COCC1)O)C1=CC=C2C(C=CN(C2=C1)C(C)C)=O 7-(5-fluoro-2-(((3s,4r)-3-hydroxytetrahydro-2H-pyran-4-yl)amino)pyrimidin-4-yl)-1-isopropylquinolin-4(1H)-one